CC1=CN=CC(=N1)C1=C(C(=O)N)C=CC=C1 6-methylpyrazin-2-ylbenzamide